C(#N)C1=CC=C(CNC(=O)C=2C(N(C3=C(N=CC(=C3C2)C)OCC2(CC2)S(N)(=O)=O)C)=O)C=C1 N-(4-cyanobenzyl)-1,5-dimethyl-2-oxo-8-((1-sulfamoylcyclopropyl)methoxy)-1,2-dihydro-1,7-naphthyridine-3-carboxamide